[5-(benzyloxycarbothioylamino)-2,4-dichloro-phenyl]boronic acid C(C1=CC=CC=C1)OC(=S)NC=1C(=CC(=C(C1)B(O)O)Cl)Cl